4-(4-ethoxy-2,5-difluoro-phenyl)-5-[4-[(3S)-1-(3-fluoropropyl)pyrrolidin-3-yl]oxyphenyl]-2,3-dihydro-1-benzothiepin-8-ol C(C)OC1=CC(=C(C=C1F)C=1CCSC2=C(C1C1=CC=C(C=C1)O[C@@H]1CN(CC1)CCCF)C=CC(=C2)O)F